4-((2,4-dichloro-5-methoxyphenyl)amino)-7-(3-(4-(3-(2-(2,6-dioxopiperidin-3-yl)-1,3-dioxoisoindolin-4-yl)propanoyl)piperazin-1-yl)propoxy)-6-methoxyquinoline-3-carbonitrile ClC1=C(C=C(C(=C1)Cl)OC)NC1=C(C=NC2=CC(=C(C=C12)OC)OCCCN1CCN(CC1)C(CCC1=C2C(N(C(C2=CC=C1)=O)C1C(NC(CC1)=O)=O)=O)=O)C#N